(R)-N-((S)-1-(((R)-2-amino-6,7-dihydro-5H-cyclopenta[b]pyridin-5-yl)amino)-1-oxopropan-2-yl)-4-(4-fluoro-2-(fluoromethyl)phenyl)-1,2,5,6-tetrahydropyridine-2-carboxamide NC1=CC=C2C(=N1)CC[C@H]2NC([C@H](C)NC(=O)[C@@H]2NCCC(=C2)C2=C(C=C(C=C2)F)CF)=O